7-(3,3-Dimethylbut-1-yn-1-yl)-5-(2-((1-methyl-1H-pyrazol-3-yl)amino)pyridin-4-yl)-1H-indazol-3-amine CC(C#CC=1C=C(C=C2C(=NNC12)N)C1=CC(=NC=C1)NC1=NN(C=C1)C)(C)C